(εS)-decane CCCCCCCCCC